5-bromo-4-methyl-2,3-dihydro-1H-indole BrC=1C(=C2CCNC2=CC1)C